C(\C=C\C(=O)O)(=O)O.CN(CC)CCS(=O)(=O)C N-methyl-N-(2-methylsulfonylethyl)ethanamine fumarate salt